4-(2-((4-amino-1-azidobut-2-yl)oxy)-7-(8-chloronaphthalen-1-yl)-5,6,7,8-tetrahydropyrido[3,4-d]pyrimidin-4-yl)-3-(2-methoxy-2-oxoethyl)piperazine-1-carboxylic acid benzyl ester C(C1=CC=CC=C1)OC(=O)N1CC(N(CC1)C=1C2=C(N=C(N1)OC(CN=[N+]=[N-])CCN)CN(CC2)C2=CC=CC1=CC=CC(=C21)Cl)CC(=O)OC